4-tert-butyl N-[6,7-dichloro-3-iodo-2-(2-tetrahydropyran-2-yloxy ethyl)-1H-indol-4-yl]carbamate ClC1=CC(=C2C(=C(NC2=C1Cl)CCOC1OCCCC1)I)NC(OC(C)(C)C)=O